C(C)(C)(C)OC(N(C)C1CN(CCC1)C=1C(=NC=NC1)OC)=O.COC1=NC=NC=C1N1CC(CCC1)N(C(OC(C)(C)C)=O)C tert-butyl (1-(4-methoxypyrimidin-5-yl)piperidin-3-yl)(methyl)carbamate tert-Butyl-(1-(4-methoxypyrimidin-5-yl)piperidin-3-yl)(methyl)carbamate